C(C)(=O)C1=NN(C2=CC=C(C=C12)C=1C=NC=2N(C1)N=C(C2)C)CC(=O)O 2-(3-acetyl-5-(2-methylpyrazolo[1,5-a]pyrimidin-6-yl)-1H-indazol-1-yl)acetic acid